(R)-(1-((2-methyl-4-nitro-2H-indazol-6-yl)methoxy)propan-2-yl)carbamic acid tert-butyl ester C(C)(C)(C)OC(N[C@@H](COCC=1C=C(C2=CN(N=C2C1)C)[N+](=O)[O-])C)=O